C(CCC)C(C(=O)OCC(C)C)C(C(=O)OCC(C)C)CCCC diisobutyl 2,3-di-n-butylsuccinate